ethyl 4-(3-chloro-4-(2-(3,5-difluoropyridin-2-yl)ethyl)-3'-fluoro-5',6-dimethyl-2-oxo-2H-[1,4'-bipyridin]-2'-yl)pyrimidine-2-carboxylate ClC=1C(N(C(=CC1CCC1=NC=C(C=C1F)F)C)C1=C(C(=NC=C1C)C1=NC(=NC=C1)C(=O)OCC)F)=O